6,6-dimethyl-3-[N-(trifluoroacetyl)-L-valyl]-3-azabicyclo[3.1.0]Hexane-2-carboxamide CC1(C2CN(C(C12)C(=O)N)C([C@@H](NC(C(F)(F)F)=O)C(C)C)=O)C